C(C)(C)(C)C1=CC=C(OC2=C(C(C#N)=CC=C2)C#N)C=C1 3-(4-tert-butylphenoxy)phthalonitrile